tert-butyl (3-(7-((3-chloro-1-methyl-1H-pyrazol-4-yl)amino)-3-phenyl-2-thioxo-3,4-dihydropyrimido[4,5-d]pyrimidin-1(2H)-yl)phenyl)carbamate ClC1=NN(C=C1NC1=NC=C2C(=N1)N(C(N(C2)C2=CC=CC=C2)=S)C=2C=C(C=CC2)NC(OC(C)(C)C)=O)C